CN(C)C[C@]1(C[C@H](N(C1)C(CNC(CCCOC1=CC=CC=C1)=O)=O)C(=O)NCC1=CC(=CS1)C(=N)NC(OC(C)(C)C)=O)F tert-butyl N-[5-({[(2S,4S)-4-[(dimethylamino)methyl]-4-fluoro-1-[2-(4-phenoxybutanamido)acetyl]pyrrolidin-2-yl]formamido}methyl)thiophene-3-carboximidoyl]carbamate